1-(2-methylbenzene-1-sulfonyl)-N-[(1-methyl-1H-pyrazol-4-yl)methyl]-1H-pyrazole-3-carboxamide CC1=C(C=CC=C1)S(=O)(=O)N1N=C(C=C1)C(=O)NCC=1C=NN(C1)C